Trans-3-((6-(4-((((R)-1-(2-chlorophenyl)ethoxy)carbonyl)amino)-3-methylisothiazol-5-yl)-2-methylpyridin-3-yl)carbamoyl)-2,2-difluoro-cyclopropane-1-carboxylic acid ClC1=C(C=CC=C1)[C@@H](C)OC(=O)NC=1C(=NSC1C1=CC=C(C(=N1)C)NC(=O)[C@@H]1C([C@H]1C(=O)O)(F)F)C